FC1CN(C1)C(CC1=CC=C(C=C1)NC=1N=CC2=C(N1)CN(CC2)C2=C(C1=C(OCCN1C(=O)OC(C)(C)C)N=C2)C)=O tert-butyl 7-[2-({4-[2-(3-fluoroazetidin-1-yl)-2-oxoethyl] phenyl} amino)-5H,6H,7H,8H-pyrido[3,4-d]pyrimidin-7-yl]-8-methyl-1H,2H,3H-pyrido[2,3-b][1,4]oxazine-1-carboxylate